C(CCCCC(=O)OCC(CCCCCCCC)CCCCCC)(=O)OCC1=CC(=CC(=C1)COC(=O)OCC1CN(CCC1)CC)COC(CCC(OCCCC\C=C/CC)OCCCC\C=C/CC)=O 3-(((4,4-bis(((Z)-oct-5-en-1-yl)oxy)butanoyl)oxy)methyl)-5-(((((1-ethylpiperidin-3-yl)methoxy)carbonyl)oxy)methyl)benzyl (2-hexyldecyl) adipate